cerebronic acid anion C(C(O)CCCCCCC=CCCCCCCCCCCCCCC)(=O)[O-]